CCC(CC(CCCCCCCCCCC)O)O hexadecane-3,5-diol